N,N-dimethyl-formamide di-tertiary butyl acetal C(C)(C)(C)OC(N(C)C)OC(C)(C)C